ClC1=C(C(=NC(=N1)SCCC)NCCC)N 6-Chloro-N4-propyl-2-(propylthio)pyrimidine-4,5-diamine